2-iodo-4,6-bis(trifluoromethyl)phenyl (3-chloro-2,4-difluorophenyl)(methyl)carbamate ClC=1C(=C(C=CC1F)N(C(OC1=C(C=C(C=C1C(F)(F)F)C(F)(F)F)I)=O)C)F